C1(C(CC(CC1)=O)SC1C(CCC(C1)=O)=O)=O 2,5-dihydro-p-benzoquinonyl sulfide